C1(CC1)C(CNC(=O)C=1NC(C=CN1)=O)CC1=C(C=CC(=C1)F)F N-(2-cyclopropyl-3-(2,5-difluorophenyl)propyl)-6-oxo-1,6-dihydropyrimidine-2-carboxamide